C(C)(=O)N[13C@@H]([13CH2][13CH2][13CH2]N[13C](N)=N)[13C](=O)O Nα-Acetyl-L-Arginine-13C6